8-chloro-3-(5-(difluoromethyl)-1,3,4-thiadiazol-2-yl)-N-(1-(fluoromethyl)cyclopropyl)-1-(3-methyl-3-(methylamino)but-1-yn-1-yl)indolizine-6-sulfonamide formate C(=O)O.ClC1=CC(=CN2C(=CC(=C12)C#CC(C)(NC)C)C=1SC(=NN1)C(F)F)S(=O)(=O)NC1(CC1)CF